C(C)OC(C1=CC(=C(C=C1)C)[C@H]1CN(C[C@@H]1O)C=1C=NC=NC1)=O 3-((3S,4R)-4-hydroxy-1-(pyrimidin-5-yl)pyrrolidin-3-yl)-4-methylbenzoic acid ethyl ester